FC1C(C1)C(=O)NC=1SC2=C(N1)C=CC(=C2)C2=CC=C1C=NNC1=C2C 2-fluoro-N-(6-(7-methyl-1H-indazol-6-yl)benzo[d]thiazol-2-yl)cyclopropane-1-carboxamide